4-epoxy-1-methylcyclohexyl-3,4-epoxy-1-methylhexanecarboxylate CC(CC1C(CC)(O1)C12C(CCCC1)O2)(C(=O)[O-])C